C(CCCC#C)(=O)OCC(COC(CCCC#C)=O)(COC(CCCC)=O)NC(=O)OC(C)(C)C 2-((tert-butoxycarbonyl)amino)-2-((pentanoyloxy)methyl)propane-1,3-diyl bis(hex-5-ynoate)